1-(2,6-dioxo-3-piperidyl)-5-methoxy-3-methyl-2-oxo-benzimidazole O=C1NC(CCC1N1C(N(C2=C1C=CC(=C2)OC)C)=O)=O